C(=CCC=CC=CCCCCC)O 4-dodecenedien-1-ol